4-(bromomethyl)-2-chloro-8-(oxetan-3-yloxy)-1,5-naphthyridine BrCC1=CC(=NC2=C(C=CN=C12)OC1COC1)Cl